Tert-butyl N-[(3R,6S)-6-{[(3R)-3-(4-{2-[(2,2-difluoroethyl)(isopropyl)carbamoyl]-4-fluorophenyl}-1-methyl-1H-indazol-6-yl)pyrrolidin-1-yl]methyl}oxan-3-yl]carbamate FC(CN(C(=O)C1=C(C=CC(=C1)F)C1=C2C=NN(C2=CC(=C1)[C@@H]1CN(CC1)C[C@@H]1CC[C@H](CO1)NC(OC(C)(C)C)=O)C)C(C)C)F